C(C)(C)(C)C1=CC(=C(C=C1)OC)OC 4-tert-butyl-1,2-dimethoxybenzene